4-(3,4-methylenedioxyphenylethyl)oxybenzaldehyde C1OC=2C=C(C=CC2O1)CCOC1=CC=C(C=O)C=C1